CC1N(C1)C(=O)[O-] 2-methylaziridine-1-carboxylate